NC=1SC2=C(N1)C(=CC=C2F)C2=C(C=C1C(=NC(=NC1=C2F)OCC21CCCN1CCC2)N2CCNCC(C2)O)Cl 1-(7-(2-amino-7-fluoro-benzo[d]thiazol-4-yl)-6-chloro-8-fluoro-2-((tetra-hydro-1H-pyrrolizin-7a(5H)-yl)methoxy)quinazolin-4-yl)-1,4-diazepan-6-ol